9-[3-(4-chloro-1H-pyrrol-2-yl)-1,2,4-oxadiazol-5-yl]-6,6a,7,8,9,10-hexahydro-12H-pyrido[2,1-c][1,4]benzoxazepin-12-one ClC=1C=C(NC1)C1=NOC(=N1)C1CCC2COC3=C(C(N2C1)=O)C=CC=C3